C(C1=CC=CC=C1)OC1=NC(=CC=C1N1C(N(C2=C1C=CC(=C2)N2N=CC(=C2)CC(=O)O)C)=O)OCC2=CC=CC=C2 2-[1-[1-(2,6-dibenzyloxy-3-pyridyl)-3-methyl-2-oxo-benzimidazol-5-yl]pyrazol-4-yl]acetic acid